N1=C(C=CC=C1)C1=NC=CC=C1.[Pd] palladium (2,2'-bipyridine)